CC1=NC=NC=2N(C3(CNC12)CC3)C([2H])([2H])[2H] 4'-methyl-8'-(methyl-d3)-5',8'-dihydro-6'H-spiro[cyclopropane-1,7'-pteridine]